5,10,15,20-tetrakis(pentafluorophenyl)porphyrin FC1=C(C(=C(C(=C1C=1C2=CC=C(N2)C(=C2C=CC(C(=C3C=CC(=C(C=4C=CC1N4)C4=C(C(=C(C(=C4F)F)F)F)F)N3)C3=C(C(=C(C(=C3F)F)F)F)F)=N2)C2=C(C(=C(C(=C2F)F)F)F)F)F)F)F)F